3,3-difluoro-N-(3-(imidazo[4,5-d]pyrrolo[2,3-b]pyridin-1(6H)-yl)bicyclo[1.1.1]pentan-1-yl)azetidine-1-carboxamide FC1(CN(C1)C(=O)NC12CC(C1)(C2)N2C=NC=1C2=C2C(=NC1)NC=C2)F